[C@H]12OC[C@H](N(C1)C1=NC=3N(C=C1)N(CC3)C=3C(=NN(C3)C3CCC(CC3)C=O)C)C2 5-((1R,4R)-2-oxa-5-azabicyclo[2.2.1]heptane-5-yl)-N-(1-((1R,4R)-4-formylcyclohexyl)-3-methyl-1H-pyrazol-4-yl)pyrazolo[1,5-a]pyrimidine